ClC=1C(=NC=C(C1)C(F)(F)F)C 3-chloro-2-methyl-5-(trifluoromethyl)pyridine